6-chloro-N-methylpyridazine-3-carboxamide formate salt C(=O)O.ClC1=CC=C(N=N1)C(=O)NC